4-{4-(tert-butyl)phenyl}pyrrolo[1,2-a]quinoxaline-7-carboxylic acid C(C)(C)(C)C1=CC=C(C=C1)C=1C=2N(C3=CC=C(C=C3N1)C(=O)O)C=CC2